racemic-cis-5-(3-((2,2-dioxido-1,3-dihydrobenzo[c]isothiazol-5-yl)amino)-1H-pyrazol-5-yl)tetrahydrofuran-3-yl isopropylcarbamate C(C)(C)NC(O[C@@H]1CO[C@@H](C1)C1=CC(=NN1)NC1=CC2=C(NS(C2)(=O)=O)C=C1)=O |r|